C(C)N(C1=CC(=C(C=C(C(=O)C2=CC=CC=C2)C)C=C1)C)CC 2-(4'-diethylamino-2'-methylbenzylidene)-propiophenone